N-(2-hydroxyethyl)methacryl-amide OCCNC(C(=C)C)=O